D,L-ornithine N[C@@H](CCCN)C(=O)O |r|